[Na].O1C(CCC1)C(=O)N Tetrahydrofurancarboxamide sodium